Racemic-6-(tert-butyl)-11-(difluoromethoxy)-2-oxo-6,7-dihydro-2H-benzofuro[2,3-a]quinolizine-3-carboxylic acid C(C)(C)(C)[C@H]1CC2=C(C3=CC(C(=CN13)C(=O)O)=O)OC1=C2C=CC=C1OC(F)F |r|